acryloxydecyltrimethoxysilane C(C=C)(=O)OCCCCCCCCCC[Si](OC)(OC)OC